N,N'-bis(2,6-diisopropylphenyl)carbodiimide CC(C)C1=C(C(=CC=C1)C(C)C)N=C=NC2=C(C=CC=C2C(C)C)C(C)C